(2-(benzo[c][1,2,5]oxadiazol-5-ylmethoxy)-4-((3'-(4-(bis(2-hydroxyethyl)amino)butoxy)-2-fluoro-[1,1'-biphenyl]-3-yl)methoxy)-5-chlorobenzyl)-D-serine N=1ON=C2C1C=CC(=C2)COC2=C(CN[C@H](CO)C(=O)O)C=C(C(=C2)OCC=2C(=C(C=CC2)C2=CC(=CC=C2)OCCCCN(CCO)CCO)F)Cl